FC1=C2CNC(C2=CC(=C1)CO)=O 4-Fluoro-6-(hydroxymethyl)-2,3-dihydroisoindol-1-one